C1(CC1)S(=O)(=O)NC1=CC=CC(=N1)C(C(=O)NC1=NC=C(C=C1)C1=NC(=CN=C1)C(F)(F)F)CC 2-(6-(cyclopropanesulfonamido)pyridin-2-yl)-N-(5-(6-(trifluoromethyl)pyrazin-2-yl)pyridin-2-yl)butanamide